C(C)(C)(C)C1CCCC(=O)OC1 5-tert-butyl-ε-caprolactone